(2S)-4-(4-(1-(2,6-dioxopiperidin-3-yl)-3-methyl-2-oxo-2,3-dihydro-1H-benzo[d]imidazol-5-yl)butyl)piperazine-2-carboxylic acid O=C1NC(CCC1N1C(N(C2=C1C=CC(=C2)CCCCN2C[C@H](NCC2)C(=O)O)C)=O)=O